tert-butyl N-[(1-indolin-4-ylazetidin-3-yl)methyl]carbamate N1CCC2=C(C=CC=C12)N1CC(C1)CNC(OC(C)(C)C)=O